3-(cyclopropylmethyl)-7-((1-(dimethylglycyl)piperidin-4-yl)amino)-1,1-dioxidobenzo[b]thiophen C1(CC1)CC=1C2=C(S(C1)(=O)=O)C(=CC=C2)NC2CCN(CC2)C(CN(C)C)=O